2-({3-[(2S)-4-(1-Acetylpiperidin-4-yl)-2-methylpiperazin-1-yl]-2-chloro-5-cyanophenyl}amino)-4-(cyclopropylamino)pyrazolo[1,5-a][1,3,5]triazine-8-carbonitrile C(C)(=O)N1CCC(CC1)N1C[C@@H](N(CC1)C=1C(=C(C=C(C1)C#N)NC1=NC=2N(C(=N1)NC1CC1)N=CC2C#N)Cl)C